CN(\C=C(/C(C(F)(F)F)=O)\C1=C(C(=NO1)C=1C(=NC=CC1)OC)C(=O)OC)C methyl (Z)-5-(1-(dimethylamino)-4,4,4-trifluoro-3-oxobut-1-en-2-yl)-3-(2-methoxypyridin-3-yl)isoxazole-4-carboxylate